3,5-difluoro-2-tributylstannyl-pyridin FC=1C(=NC=C(C1)F)[Sn](CCCC)(CCCC)CCCC